NC1(CCN(CC1)C1=NN2C(S1)=NC=C2C2=C(C=C(C=C2)Cl)OCCOC)CO (4-amino-1-(5-(4-chloro-2-(2-methoxyethoxy)phenyl)imidazo[2,1-b][1,3,4]thiadiazol-2-yl)piperidin-4-yl)methanol